C1=C(C=C(OC1=O)CCCCCCCCCCCCCCO)O The molecule is a 6-alkyl-4-hydroxy-2H-pyran-2-one that is 4-hydroxy-2H-pyran-2-one in which the hydrogen at position 6 is replaced by a 14-hydroxytetradecyl group. It is a 6-alkyl-4-hydroxy-2H-pyran-2-one and a primary alcohol.